2-(5-(cyclopropylmethyl)-3-(3',6-difluoro-4'-methyl-[1,1'-biphenyl]-3-yl)-4-(3-fluoro-4-sulfamoylbenzyl)-1H-pyrazol-1-yl)thiazole-4-carboxylic acid C1(CC1)CC1=C(C(=NN1C=1SC=C(N1)C(=O)O)C=1C=C(C(=CC1)F)C1=CC(=C(C=C1)C)F)CC1=CC(=C(C=C1)S(N)(=O)=O)F